N-[3-(6-amino-4-methylpyridin-3-yl)-1H-pyrrolo[2,3-b]pyridin-6-yl]cyclopropanecarboxamide NC1=CC(=C(C=N1)C1=CNC2=NC(=CC=C21)NC(=O)C2CC2)C